FC1=CC(=C(C=C1C)O)C=1C=2N(C(=NN1)N[C@H]1CN(CCC1)C)C=CC2 (R)-4-fluoro-5-methyl-2-(4-((1-methylpiperidin-3-yl)amino)pyrrolo[1,2-d][1,2,4]triazin-1-yl)phenol